(4S)-4-amino-4-(1,3-benzothiazol-2-yl)butanamide N[C@@H](CCC(=O)N)C=1SC2=C(N1)C=CC=C2